{2-hydroxy-1-[3-(tetrahydropyran-2-yloxy)octyl]-2,3,3a,4,9,9a-hexahydro-1H-cyclopenta[b]naphthalen-5-yloxy}acetic acid benzyl ester C(C1=CC=CC=C1)OC(COC1=C2CC3C(CC2=CC=C1)C(C(C3)O)CCC(CCCCC)OC3OCCCC3)=O